(3R,4R)-N-(7-chloro-6-(4-(4-hydroxytetrahydrofuran-3-yl)piperazin-1-yl)isoquinolin-3-yl)cyclopropanecarboxamide ClC1=C(C=C2C=C(N=CC2=C1)NC(=O)C1CC1)N1CCN(CC1)[C@@H]1COC[C@@H]1O